2-Methyl-2,6-dihydropyrrolo[3,4-c]pyrazole-5(4H)-carboxylate CN1N=C2C(=C1)CN(C2)C(=O)[O-]